Bornylamine C12(C(CC(CC1)C2(C)C)N)C